(4-((3-chloro-4-methoxyphenyl) sulfonamido) (naphthalen-1-yl) (prop-2-yn-1-yl) amino) butanoate C(CCC)(=O)ON(CC#C)C1=CC=C(C2=CC=CC=C12)NS(=O)(=O)C1=CC(=C(C=C1)OC)Cl